(S)-3-((6-methoxyquinoline-4-Yl)oxy)pyrrolidine-1-carboxylic acid tert-butyl ester C(C)(C)(C)OC(=O)N1C[C@H](CC1)OC1=CC=NC2=CC=C(C=C12)OC